2-(2-((S)-1-hydroxyethyl)-1H-imidazol-1-yl)-4-(4'-(3-((oxazol-4-ylmethyl)amino)cyclobutyl)-[1,1'-biphenyl]-4-yl)but-3-en-1-ol O[C@@H](C)C=1N(C=CN1)C(CO)C=CC1=CC=C(C=C1)C1=CC=C(C=C1)C1CC(C1)NCC=1N=COC1